(S)-(3-(2-((2-hydroxypropyl)amino)-5-(trifluoromethyl)pyrimidin-4-yl)-1H-indol-7-yl)diMethyl-phosphine oxide O[C@H](CNC1=NC=C(C(=N1)C1=CNC2=C(C=CC=C12)P(C)(C)=O)C(F)(F)F)C